6-(bromomethyl)-2,3-dihydrobenzo[b][1,4]dioxin BrCC1=CC2=C(OCCO2)C=C1